(S)-N-((R or S)-(8,8-difluorobicyclo[4.2.0]octa-1(6),2,4-trien-3-yl)(4-(trifluoro-methoxy)phenyl)methyl)-2-oxoimidazolidine-4-carboxamide FC1(CC=2C=CC(=CC12)[C@H](NC(=O)[C@H]1NC(NC1)=O)C1=CC=C(C=C1)OC(F)(F)F)F |o1:9|